ClC=1C(=NC(=NC1)N1CCCCC1)NC1=CC2=C(N(C(N2CCC(C)(C)O)=O)C)C=C1 5-((5-chloro-2-(piperidin-1-yl)pyrimidin-4-yl)amino)-3-(3-hydroxy-3-methylbutyl)-1-methyl-1,3-dihydro-2H-benzo[d]imidazol-2-one